Cl.OC=1C=C(C=CC1C=1SC=2N=C(SC2N1)N(C1CCNCC1)C)C1=CC(N(C=C1)C)=O 4-(3-hydroxy-4-{5-[methyl(piperidin-4-yl)amino][1,3]thiazolo[5,4-d][1,3]thiazol-2-yl}phenyl)-1-methylpyridin-2(1H)-one hydrochloride